COC1=CC(=C(N)C(=C1)C(=C)C1=CC=CC=C1)C(=C)C1=CC=CC=C1 4-Methoxy-2,6-bis(1-phenylvinyl)aniline